N[C@@H]1C(N(C2=C(OC1)C=C1C(=C2)N(C(N1C)=O)C)C)=O (S)-7-amino-1,3,9-trimethyl-3,6,7,9-tetrahydro-1H-imidazo[4',5':4,5]benzo[1,2-b][1,4]oxazepine-2,8-dione